(6aR,8R)-8-methyl-5-(4-(trifluoromethyl)phenyl)-6,6a,7,8,9,10-hexahydro-5H-pyrido[1,2-a]quinoxaline-8-carboxylic acid C[C@@]1(C[C@H]2N(C=3C=CC=CC3N(C2)C2=CC=C(C=C2)C(F)(F)F)CC1)C(=O)O